CC=1C=2N(C=C(N1)C)N=C(C2)C=2N=C1N(C(C2)=O)C=C(C=C1C)C=1CCN(CC1)CC 2-(4,6-dimethylpyrazolo[1,5-a]pyrazin-2-yl)-7-(1-ethyl-1,2,3,6-tetrahydropyridin-4-yl)-9-methyl-4H-pyrido[1,2-a]pyrimidin-4-one